O[C@@H](CO)[C@@H]1C(=C(C(O1)=O)O)O (R)-5-((S)-1,2-dihydroxyethyl)-3,4-dihydroxyfuran-2(5H)-one